ClC1=CC=C(C=C1)CNC(=O)NC1=CC=C(C=C1)CNC(=O)C1=NC=CC=C1 {[(4-chlorophenyl)methyl]amino}-N-{4-[(2-pyridylcarbonylamino)methyl]phenyl}carboxamide